Pentan-1,3,5-triol C(CC(CCO)O)O